FC(C(=O)O)(F)F.ClC(C(=O)N(CC1N2CCC(C1=O)(CC2)C)C2CC2)(Cl)Cl 2,2,2-trichloro-N-cyclopropyl-N-((4-methyl-3-oxoquinuclidin-2-yl)methyl)acetamide 2,2,2-trifluoroacetate